5-(4-chloro-2-fluorophenyl)-2,3-dimethyl-7-(3-methyl-5,6-dihydroimidazo[1,2-a]pyrazin-7(8H)-yl)pyrido[4,3-d]pyrimidin-4(3H)-one ClC1=CC(=C(C=C1)C1=NC(=CC=2N=C(N(C(C21)=O)C)C)N2CC=1N(CC2)C(=CN1)C)F